tri-p-cresyl thiophosphate P(=S)(OC1=CC=C(C=C1)C)(OC1=CC=C(C=C1)C)OC1=CC=C(C=C1)C